[O-]CCC.[O-]CCC.[O-]CCC.[O-]CCC.[O-]CCC.[V+5] vanadium pentapropoxide